CN(CCCOC1=CC=C(C=N1)C1=CC=CC=2C3=C(N=NC12)N(C(N3C3CCOCC3)=O)C)C [6-(3-dimethylamino-propoxy)-pyridin-3-yl]-3-methyl-1-(tetrahydro-2H-pyran-4-yl)-1H-imidazo[4,5-c]cinnolin-2(3H)-one